4-sulfo-2,6-naphthalenedicarboxylic acid S(=O)(=O)(O)C1=CC(=CC2=CC=C(C=C12)C(=O)O)C(=O)O